NCC=1C=C(C=CC1)N1N=C(C=C1C(=O)NC1=C(C=CC(=C1)C(OCC1CC1)C1=CC=C(C=C1)C#N)F)C(F)(F)F (-)-1-(3-(aminomethyl)phenyl)-N-(5-((4-cyanophenyl)(cyclopropylmethoxy)methyl)-2-fluorophenyl)-3-(trifluoromethyl)-1H-pyrazole-5-carboxamide